C(C)(C)(C)OC(=O)N(CC(=O)OCC1=CC=CC=C1)C(CO)C benzyl 2-[tert-butoxycarbonyl-(2-hydroxy-1-methyl-ethyl)amino]acetate